CNC1=CC=2N(C=C1)C=C(N2)C2=C(C=CC=C2)O 2-(7-Methylamino-imidazo[1,2-a]pyridin-2-yl)-phenol